FC=1C=C2C(=CC=NC2=CC1)[C@H]1CC[C@H](CC1)C[C@@H](C)C1=CC(=CC2=C1N=C(S2)N)OC ((R)-1-((cis)-4-(6-fluoroquinolin-4-yl)cyclohexyl)propan-2-yl)-6-methoxybenzo[d]thiazol-2-amine